S1C(CC=C1)=O thiophen-2(3H)-one